NCCCCCN 1,5-Diaminopentan